isopropyl ((1r,4r)-4-(5-(2-(N-(tert-butyl)sulfamoyl)-4-((isopropoxycarbonyl)amino)phenyl)-4-fluorothiazol-2-yl)cyclohexyl)carbamate C(C)(C)(C)NS(=O)(=O)C1=C(C=CC(=C1)NC(=O)OC(C)C)C1=C(N=C(S1)C1CCC(CC1)NC(OC(C)C)=O)F